NCCC=1SC=C(N1)C(=O)NCC1=NC2=C(N1)C=CC=C2 2-(2-aminoethyl)-N-(1H-1,3-benzodiazol-2-ylmethyl)-1,3-thiazole-4-carboxamide